4-methyl-3,4-dihydro-2H-benzo[1,4]oxazine-6-carboxylic acid [2-(4-methoxy-piperidin-1-yl)-benzooxazol-5-yl]-amide COC1CCN(CC1)C=1OC2=C(N1)C=C(C=C2)NC(=O)C=2C=CC1=C(N(CCO1)C)C2